C(C)(C)(C)OC(=O)N1CCN(CC1)C1=C2C(=NS1)C(=C(C(=C2)Cl)Br)F 4-(6-bromo-5-chloro-7-fluorobenzo[c]isothiazol-3-yl)piperazine-1-carboxylic acid tert-butyl ester